FC1=C(CN2[C@@H](CCC2=S)CC(=O)N[C@@H](C(C)C)C(=O)OCCC#N)C=CC=C1F 2-Cyanoethyl (2-((S)-1-(2,3-difluorobenzyl)-5-thioxopyrrolidin-2-yl)acetyl)-L-valinate